ethyl-sulfonate trimethyl-oxonium salt C[O+](C)C.C(C)S(=O)(=O)[O-]